6-(1H-indol-6-yl)-N-(4-((1S,4R)-5-isopropyl-2,5-diazabicyclo[2.2.1]heptan-2-yl)phenyl)-[1,2,4]triazolo[1,5-a]pyrazin-8-amine N1C=CC2=CC=C(C=C12)C=1N=C(C=2N(C1)N=CN2)NC2=CC=C(C=C2)N2[C@@H]1CN([C@@H](C2)C1)C(C)C